FC1C(N(C(C2=CC=CC=C12)=O)CCOCCOCC(=O)NCCN(C1=CC=C(C2=NON=C21)[N+](=O)[O-])CC2=CC=C(C=C2)F)=O 2-(2-(2-(4-fluoro-1,3-dioxoisoquinolin-2-yl)ethoxy)ethoxy)-N-(2-((4-fluorobenzyl)(7-nitrobenzo[c][1,2,5]oxadiazol-4-yl)amino)ethyl)acetamide